FCC1CCN2CCC=C12 (fluoromethyl)tetrahydro-1H-pyrrolizin